N-benzyl-N-(6-((tert-butyldimethylsilyl)oxy)-2-hydroxyhexyl)-2-chloropropanamide C(C1=CC=CC=C1)N(C(C(C)Cl)=O)CC(CCCCO[Si](C)(C)C(C)(C)C)O